(1s,4s)-4-(8-(5-cyclopropyl-2-ethoxy-4-(5-fluoropyridin-2-yl)benzyl)-2-oxo-1-oxa-3,8-diazaspiro[4.5]decan-3-yl)-1-methylcyclohexanecarboxylic acid C1(CC1)C=1C(=CC(=C(CN2CCC3(CN(C(O3)=O)C3CCC(CC3)(C(=O)O)C)CC2)C1)OCC)C1=NC=C(C=C1)F